ClC=1C(=C(C2=CN(N=C2C1)C)CCNC)NC=1N(C(N(C(N1)=O)C1=CN=CC2=CC=CC(=C12)C=1C=C(C(=O)O)C=CC1)=O)CC1=C(C=C(C(=C1)F)F)F 3-(4-(4-((6-chloro-2-methyl-4-(2-(methylamino)ethyl)-2H-indazol-5-yl)amino)-2,6-dioxo-3-(2,4,5-trifluorobenzyl)-3,6-dihydro-1,3,5-triazin-1(2H)-yl)isoquinolin-5-yl)benzoic acid